(2H-benzotriazol-2-yl)-4-(1,1,3,3-tetramethylbutyl)phenol N=1N(N=C2C1C=CC=C2)C2=C(C=CC(=C2)C(CC(C)(C)C)(C)C)O